C1CCCC12OCCC(C2)NC(=O)NCC2=CC(=NC=C2)N2N=CC=C2 1-(6-oxaspiro[4.5]dec-9-yl)-3-[(2-pyrazol-1-ylpyridin-4-yl)methyl]urea